3,5-dimethoxy-4-bromoamphetamine COC=1C=C(CC(N)C)C=C(C1Br)OC